(6-(1H-benzo[d]imidazol-2-yl)pyridin-2-yl)methanone N1C(=NC2=C1C=CC=C2)C2=CC=CC(=N2)C=O